C1(CC1)C(C(C(F)(F)F)(F)F)NS(=O)C(C)(C)C N-[1-cyclopropyl-2,2,3,3,3-pentafluoropropyl]-2-methylpropan-2-sulfinamide